C(N)(=O)C=1C=CC=C2C(=CN=NC12)N1CCN(CC1)C(=O)OC(C)(C)C tert-butyl 4-(8-carbamoylcinnolin-4-yl)piperazine-1-carboxylate